6-(3-chloro-6-(difluoromethyl)-2-fluorophenyl)-N-(1-((S)-1-(5-fluoro-4-methyl-6-((1r,5S)-2-oxo-3-azabicyclo[3.1.0]hex-3-yl)pyridin-3-yl)ethyl)-1H-pyrazol-4-yl)pyrazine-2-carboxamide ClC=1C(=C(C(=CC1)C(F)F)C1=CN=CC(=N1)C(=O)NC=1C=NN(C1)[C@@H](C)C=1C=NC(=C(C1C)F)N1C([C@@H]2C[C@@H]2C1)=O)F